1'-(cyclobutylmethyl)-5-cyclopropyl-4'-oxo-1',4'-dihydro-[2,3'-bipyridine]-5'-carboxamide C1(CCC1)CN1C=C(C(C(=C1)C(=O)N)=O)C1=NC=C(C=C1)C1CC1